OC[C@H]1[C@H]2CC[C@@H](CN1)N2C(=O)OC(C)(C)C |o1:2,3,6| Tert-butyl (+)-rel-(1R,2R,5S)-2-(hydroxymethyl)-3,8-diazabicyclo[3.2.1]octane-8-carboxylate